tert-butyl (R)-1-(((R)-tert-butylsulfinyl)amino)-5-methyl-1,3-dihydrospiro[indene-2,4'-piperidine]-1'-carboxylate C(C)(C)(C)[S@@](=O)N[C@H]1C2=CC=C(C=C2CC12CCN(CC2)C(=O)OC(C)(C)C)C